N-(2'-(4,4-difluorocyclohexyl)-3-fluoro-[2,4'-bipyridin]-3'-yl)-1-methyl-5-(trifluoromethyl)-1H-pyrazole-3-carboxamide FC1(CCC(CC1)C1=NC=CC(=C1NC(=O)C1=NN(C(=C1)C(F)(F)F)C)C1=NC=CC=C1F)F